tert-butyl (2r,5s)-4-(4-(benzyloxy) phenyl)-2,5-dimethylpiperazine-1-carboxylate C(C1=CC=CC=C1)OC1=CC=C(C=C1)N1C[C@H](N(C[C@@H]1C)C(=O)OC(C)(C)C)C